4-[3-chloro-6-fluoro-2-[(E)-2-(2-methyl-6-quinolinyl)ethenyl]phenyl]-5-hydroxy-2,6-dimethyl-pyridazin-3-one ClC=1C(=C(C(=CC1)F)C=1C(N(N=C(C1O)C)C)=O)\C=C\C=1C=C2C=CC(=NC2=CC1)C